N2-[4-fluoro-3-(piperazin-1-ylmethyl)phenyl]-N4-[2-(6-methyl-2-pyridyl)pyrimidin-4-yl]pyrimidine-2,4-diamine FC1=C(C=C(C=C1)NC1=NC=CC(=N1)NC1=NC(=NC=C1)C1=NC(=CC=C1)C)CN1CCNCC1